Methyl 2-(4-(2-Amino-5-chlorophenyl)-5-methoxy-2-oxopyridin-1(2H)-yl)-3-phenylpropanoate NC1=C(C=C(C=C1)Cl)C1=CC(N(C=C1OC)C(C(=O)OC)CC1=CC=CC=C1)=O